5-methoxy-1-(1-(methoxymethyl)-1H-pyrazol-4-yl)-2-methyl-1H-indole-3-carboxylic acid COC=1C=C2C(=C(N(C2=CC1)C=1C=NN(C1)COC)C)C(=O)O